NC=1C(=NON1)C=1NC(C2=C(N1)C=NC=C2)=O 2-(4-amino-1,2,5-oxadiazol-3-yl)pyrido[3,4-d]pyrimidin-4(3H)-one